2-(1-cyclobutyl-5-nitro-1H-1,3-benzodiazol-2-yl)-5-methoxy-1-methyl-6-oxo-1,6-dihydropyrimidine-4-carboxylic acid C1(CCC1)N1C(=NC2=C1C=CC(=C2)[N+](=O)[O-])C=2N(C(C(=C(N2)C(=O)O)OC)=O)C